O1CC(COC(CCCCCCCCCCCC1=O)=O)=O 1,5-dioxacyclooctadecane-3,6,18-trione